ethyl 1-(6-chloropyridin-3-yl)-4-(((4-methoxybenzyl) amino) methyl)-1H-pyrazole-3-acetate ClC1=CC=C(C=N1)N1N=C(C(=C1)CNCC1=CC=C(C=C1)OC)CC(=O)OCC